CC=1N=C(C=2N(C1)C=C(N2)C=2C=C1CCN(C(C1=CC2)=O)C2CCNCC2)C 6-[6,8-dimethylimidazo[1,2-a]pyrazin-2-yl]-2-(piperidin-4-yl)-3,4-dihydroisoquinolin-1-one